[Ga].[Te].[Ti].[Sn] tin titanium tellurium gallium